[In]=[Te].[Cu] copper indium telluride